BrC=1C(=NC2=CC(=NC=C2C1)Cl)/N=C/N(C)C (E)-N'-(3-bromo-7-chloro-1,6-naphthyridin-2-yl)-N,N-dimethylmethanimidamide